NC1CCC(CC1)N(C1=C2CN(C(C2=CC=C1)=O)C1C(NC(CC1)=O)=O)CCN1CCNCC1 3-(4-(((1r,4r)-4-aminocyclohexyl)(2-(piperazin-1-yl)ethyl)amino)-1-oxoisoindolin-2-yl)piperidine-2,6-dione